(3-isobutylureido)-1-methyl-1H-pyrazole-3-carboxylic acid methyl ester COC(=O)C1=NN(C=C1NC(=O)NCC(C)C)C